CN(C(CN1N=C(C=C1)NC=1SC(=CN1)C(=O)NC1=C(C(=CC=C1C)OC)C)=O)C 2-[[1-[2-(dimethylamino)-2-oxo-ethyl]pyrazol-3-yl]amino]-N-(3-methoxy-2,6-dimethyl-phenyl)thiazole-5-carboxamide